(Z)-5-(1-(4-amino-2-fluoro-but-2-en-1-yl)-6-(pyrrolidine-1-carbonyl)-1H-benzo[d][1,2,3]triazol-4-yl)-N-cyclopropyl-2-methoxybenzenesulfonamide NC\C=C(\CN1N=NC2=C1C=C(C=C2C=2C=CC(=C(C2)S(=O)(=O)NC2CC2)OC)C(=O)N2CCCC2)/F